Diphenyl-(thiophen-2-yl)phosphine oxide C1(=CC=CC=C1)P(C=1SC=CC1)(C1=CC=CC=C1)=O